3-(4,5-dichloro-2-((2,2,7-trifluorobenzo[d][1,3]dioxol-4-yl)oxy)benzamido)-pyridine 1-oxide ClC1=CC(=C(C(=O)NC=2C=[N+](C=CC2)[O-])C=C1Cl)OC1=CC=C(C=2OC(OC21)(F)F)F